Tert-butyl ((S)-1-(3-((3-(difluoromethyl)-1-((1R,4S)-4-(hydroxymethyl) cyclohexyl)-1H-pyrazol-4-yl) carbamoyl) pyrazolo[1,5-a]pyrimidin-5-yl) piperidin-3-yl)carboxylate FC(C1=NN(C=C1NC(=O)C=1C=NN2C1N=C(C=C2)N2C[C@H](CCC2)C(=O)OC(C)(C)C)C2CCC(CC2)CO)F